9-amino-5,6,7,8-tetrahydroacridine-3-carboxylic acid NC=1C=2CCCCC2N=C2C=C(C=CC12)C(=O)O